(R)-2-methyl-N-((R,E)-2-(((R)-1,1,1-trifluoropropan-2-yl)oxy)propylidene)propane-2-sulfinamide CC(C)(C)[S@@](=O)/N=C/[C@@H](C)O[C@@H](C(F)(F)F)C